ClC=1C=C(C=CC1Cl)C1=C(C(N(C(=C1COC)C)C1=C(C=C(C=C1)F)F)=O)C(=O)O 4-(3,4-dichlorophenyl)-1-(2,4-difluorophenyl)-5-(methoxymethyl)-6-methyl-2-oxo-pyridine-3-carboxylic acid